[NH4+].N(=O)N(C1=CC=CC2=CC=CC=C12)O N-nitroso-N-(1-naphthyl)hydroxyamine ammonium salt